N-(5-(isoxazol-3-yl)pyridin-2-yl)propanamide O1N=C(C=C1)C=1C=CC(=NC1)NC(CC)=O